(3S,4S)-(3S,4S) or (3S,4S)-(3R,4R) or (3R,4R)-(3S,4S) or (3R,4R)-(3R,4R)-4-(4-{6-chloro-2-[(5-chloro-1-methyl-1H-pyrazol-4-yl)amino]quinazolin-7-yl}-3-fluoropiperidin-1-yl)oxolan-3-ol ClC=1C=C2C=NC(=NC2=CC1[C@H]1[C@@H](CN(CC1)[C@@H]1[C@@H](COC1)O)F)NC=1C=NN(C1Cl)C